C1(CC1)CN1C(=CC2=CC=CC(=C12)OC)C1=NC=2C(=CC=3CCN(C(C3C2)=O)C[C@@H](C)NC)N1C (R)-2-(1-(cyclopropylmethyl)-7-methoxy-1H-indol-2-yl)-1-methyl-6-(2-(methylamino)propyl)-1,6,7,8-tetrahydro-5H-imidazo[4,5-g]isoquinolin-5-one